1,3-Difluoro-4-nitro-2-(trifluoromethyl)benzene FC1=C(C(=C(C=C1)[N+](=O)[O-])F)C(F)(F)F